FC1(CC(N(N(C1)C(=O)OC(C)(C)C)C(=O)[O-])C(=O)OC)F tert-butyl 3-methyl 5,5-difluoro-1,2-diazinane-1,2,3-tricarboxylate